C12(CC1)CN1C(OC2)=CC=N1 spiro[5,7-dihydropyrazolo[5,1-b][1,3]Oxazine-6,1'-cyclopropane]